C(C)(C)OC(C)C desMethyl-tert.-butylether